1-[2,5-dichloro-4-(isobutylsulfamoyl)phenyl]-3-[(1S)-1-(2-pyrimidin-2-yl-1,2,4-triazol-3-yl)ethyl]urea ClC1=C(C=C(C(=C1)S(NCC(C)C)(=O)=O)Cl)NC(=O)N[C@@H](C)C=1N(N=CN1)C1=NC=CC=N1